(R)-2-(2-chloro-5-methylpyrimidin-4-yl)-6-(methoxymethyl)-6,7-dihydroimidazo[1,2-a]Pyrazin-8(5H)-one ClC1=NC=C(C(=N1)C=1N=C2N(C[C@@H](NC2=O)COC)C1)C